[Cl-].C(C=C)(=O)NCCC[N+](C)(C)C [3-(acrylamido)-propyl]trimethylammonium chloride